tert-Butyl (S,E)-(1-(5-(5-fluoro-2-methoxyphenethyl)-3-(1-(isopropoxyimino)ethyl)-6-oxopyridazin-1(6H)-yl)-3-methylbutan-2-yl)carbamate FC=1C=CC(=C(CCC2=CC(=NN(C2=O)C[C@H](C(C)C)NC(OC(C)(C)C)=O)/C(/C)=N/OC(C)C)C1)OC